Ethyl 4-[(4-chloro-3-oxobutyl)(formyl)amino]benzoate ClCC(CCN(C1=CC=C(C(=O)OCC)C=C1)C=O)=O